B([O-])([O-])[O-].[Er+3].[O+2].[Ca+2] calcium oxygen erbium borate